Cl.NC1=C2C(=NC=N1)N(N=C2C2=CC=C(C=C2)OC2=CC=CC=C2)C2CCC(CC2)NC([C@@H](CC(C)C)NC)=O (R)-N-(4-(4-amino-(4-phenoxyphenyl)-1H-pyrazolo[3,4-d]pyrimidin-1-yl)cyclohexyl)-4-methyl-2-(methylamino)pentanamide hydrochloride